3-(tert-butyl)-1,2,4-oxadiazole-5-carboxamide hydrochloride Cl.C(C)(C)(C)C1=NOC(=N1)C(=O)N